5'-[(trityl)thio]-m-terphenyl C(C1=CC=CC=C1)(C1=CC=CC=C1)(C1=CC=CC=C1)SC=1C=C(C=C(C1)C1=CC=CC=C1)C1=CC=CC=C1